NC1=CC=C(C(=N1)COCC=1C=C(C(=C(C1)NC1=C(N=NC(=C1)Cl)C(=O)NC([2H])([2H])[2H])OC)C=1OC(=NN1)C)F 4-((5-(((6-Amino-3-fluoropyridin-2-yl)methoxy)methyl)-2-methoxy-3-(5-methyl-1,3,4-oxadiazol-2-yl)phenyl)amino)-6-chloro-N-(methyl-d3)pyridazine-3-carboxamide